(4-(2-Fluoro-4-(2-methoxypropan-2-yl)phenyl)thiophen-2-yl)boronic acid FC1=C(C=CC(=C1)C(C)(C)OC)C=1C=C(SC1)B(O)O